(R)-(1-((3-(oxiran-2-ylmethoxy)phenyl)sulfonyl)cyclopropyl)methanol O1[C@H](C1)COC=1C=C(C=CC1)S(=O)(=O)C1(CC1)CO